1-[(3S)-3-[6-(difluoromethyl)pyridin-3-yl]-1,2-oxazolidin-2-yl]-3,3-difluoro-2,2-dimethylpropan-1-one FC(C1=CC=C(C=N1)[C@H]1N(OCC1)C(C(C(F)F)(C)C)=O)F